N[C@@H]1C[C@H](CCC1)CNC1=NN(C(=C1)C1=CC(=C(C#N)C=C1)F)C1=CC=C(C=C1)N1CCN(CC1)CCO 4-(3-((((1S,3S)-3-aminocyclohexyl)-methyl)amino)-1-(4-(4-(2-hydroxyethyl)piperazin-1-yl)phenyl)-1H-pyrazol-5-yl)-2-fluorobenzonitrile